diethyl [(1E)-3-[1-(3,5-dichlorophenyl)-N-hydroxyformamido] prop-1-en-1-yl]phosphonate ClC=1C=C(C=C(C1)Cl)C(=O)N(O)C/C=C/P(OCC)(OCC)=O